N-(4-cyano-2-(2,6-dioxopiperidin-3-yl)-3-oxoisoindolin-5-yl)acetamide C(#N)C1=C2C(N(CC2=CC=C1NC(C)=O)C1C(NC(CC1)=O)=O)=O